2-(4-(trifluoromethyl)phenyl)-2-Aminocyclohexanone FC(C1=CC=C(C=C1)C1(C(CCCC1)=O)N)(F)F